(1R,3S)-N-[5-[2-(6-tert-butyl-8-fluoro-1-oxo-phthalazin-2-yl)-3-(hydroxymethyl)-4-pyridinyl]-1-methyl-2-oxo-3-pyridinyl]-5-methyl-5-azaspiro[2.4]heptane-2-carboxamide C(C)(C)(C)C=1C=C2C=NN(C(C2=C(C1)F)=O)C1=NC=CC(=C1CO)C=1C=C(C(N(C1)C)=O)NC(=O)C1C[C@@]12CN(CC2)C